Cl.ClC1=CC=C(CCN[C@@H]2C=C([C@@H]([C@@H]([C@H]2O)O)O)CF)C=C1 (1S,2S,3S,6R)-6-((4-chlorophenethyl)amino)-4-(fluoromethyl)cyclohex-4-ene-1,2,3-triol hydrochloride